fluoro-N5-(3-fluorophenyl)-N5-methyl-[1,2,4]triazolo[4,3-a]quinazoline-5,8-diamine FC1=NN=C2N1C1=CC(=CC=C1C(=N2)N(C)C2=CC(=CC=C2)F)N